5-fluoro-2-methoxy-4-methylsulfonyl-aniline FC=1C(=CC(=C(N)C1)OC)S(=O)(=O)C